tert-butyl (1R,2S,3S,5S)-2-fluoro-3-[[3-(7-methoxy-2-methyl-1-oxophthalazin-6-yl)-1,2,4-triazin-6-yl](methyl)amino]-8-azabicyclo[3.2.1]octane-8-carboxylate F[C@@H]1[C@H]2CC[C@@H](C[C@@H]1N(C)C1=CN=C(N=N1)C=1C=C3C=NN(C(C3=CC1OC)=O)C)N2C(=O)OC(C)(C)C